BrC=1C(=C(C=CC1C)O)C bromo-2,4-dimethylphenol